(S)-3-methoxypiperidine-1-sulfonamide CO[C@@H]1CN(CCC1)S(=O)(=O)N